C(C)(C)(C)OC(=O)N1C[C@H](CC1)O (2S,3S)-1-(tert-butoxycarbonyl)-3-hydroxypyrrolidine